CC1=CC=CC(=N1)C1C[C@H](NCC1)C1=CC=C(C(=O)[O-])C=C1 (S)-4-(4-(6-methylpyridin-2-yl)piperidin-2-yl)benzoate